1'-(1,2-phenylenebis(methylene))bis(5-methylpyrimidine-2,4(1h,3h)-dione) C1(=C(C=CC=C1)CN1C(NC(C(=C1)C)=O)=O)CN1C(NC(C(=C1)C)=O)=O